The molecule is an anionic ganglioside obtained by deprotonation of the neuraminosyl carboxy groups of ganglioside GT1b (d18:1/C18:0); major species at pH 7.3. It is an anionic ganglioside and an alpha-Neu5Ac-(2->3)-beta-Gal-(1->3)-beta-GalNAc-(1->4)-[alpha-Neu5Ac-(2->8)-alpha-Neu5Ac-(2->3)]-beta-Gal-(1->4)-beta-Glc-(1<->1')-Cer(3-). It is a conjugate base of a ganglioside GT1b. CCCCCCCCCCCCCCCCCC(=O)N[C@@H](CO[C@H]1[C@@H]([C@H]([C@@H]([C@H](O1)CO)O[C@H]2[C@@H]([C@H]([C@H]([C@H](O2)CO)O[C@H]3[C@@H]([C@H]([C@H]([C@H](O3)CO)O)O[C@H]4[C@@H]([C@H]([C@H]([C@H](O4)CO)O)O[C@@]5(C[C@@H]([C@H]([C@@H](O5)[C@@H]([C@@H](CO)O)O)NC(=O)C)O)C(=O)[O-])O)NC(=O)C)O[C@@]6(C[C@@H]([C@H]([C@@H](O6)[C@@H]([C@@H](CO)O[C@@]7(C[C@@H]([C@H]([C@@H](O7)[C@@H]([C@@H](CO)O)O)NC(=O)C)O)C(=O)[O-])O)NC(=O)C)O)C(=O)[O-])O)O)O)[C@@H](/C=C/CCCCCCCCCCCCC)O